C[C@H]1CC[C@H]2[C@@H]1[C@@H](OC=C2C=O)O The molecule is a cyclopentapyran that is (4aS,7aR)-1,4a,5,6,7,7a-hexahydrocyclopenta[c]pyran substituted at position 1 by a hydroxy group and at positions 4 and 7 by a formyl and methyl group, respectively (the 1R,4aS,7S,7aR-diastereomer). It has a role as a plant metabolite. It is a cyclopentapyran, a lactol, an iridoid monoterpenoid and an aldehyde. It derives from a 7-deoxyloganetic acid.